N-((4,6-dimethyl-2-oxo-1,2-dihydropyridin-3-yl)methyl)-1-isopropyl-6-(6-(4-isopropylpiperazin-1-yl)pyridin-3-yl)-1H-indazole-4-carboxamide CC1=C(C(NC(=C1)C)=O)CNC(=O)C=1C=2C=NN(C2C=C(C1)C=1C=NC(=CC1)N1CCN(CC1)C(C)C)C(C)C